FC1=C(C#N)C=CC=C1 2-fluorobenzonitril